N,N-dicyclohexylmethyl-amine C1(CCCCC1)N(C1CCCCC1)C